benzo[d]thiazole-4-amine S1C=NC=2C1=CC=CC2N